N-{[2-(PIPERIDIN-1-YL)PHENYL](PHENYL)METHYL}-2-(3-OXO-3,4-DIHYDRO-2H-1,4-BENZOXAZIN-7-YL)ACETAMID N1(CCCCC1)C1=C(C=CC=C1)C(NC(CC1=CC2=C(NC(CO2)=O)C=C1)=O)C1=CC=CC=C1